(1R,1'R)-[1,1'-biphenyl]-4,4'-diylbis(phenylmethanol) C1(=CC=C(C=C1)[C@H](O)C1=CC=CC=C1)C1=CC=C(C=C1)[C@H](O)C1=CC=CC=C1